ClN(C)C1=NC=CC=N1 chloropyrimidyl-methyl-amine